N-((1R,3S,5s,7s)-2-(5-(3-cyano-6-ethoxypyrazolo[1,5-a]pyridin-4-yl)pyrazin-2-yl)-2-azaadamantan-5-yl)-6-methoxynicotinamide C(#N)C=1C=NN2C1C(=CC(=C2)OCC)C=2N=CC(=NC2)N2[C@@H]1CC3CC(C[C@@H]2C3)(C1)NC(C1=CN=C(C=C1)OC)=O